O=C1NC(CCC1N1N=C(C2=CC=C(C=C12)S(=O)(=O)F)C)=O 1-(2,6-dioxopiperidin-3-yl)-3-methyl-1H-indazole-6-sulfonyl fluoride